2-(benzylamino)-6-(2-chloro-4-methylphenyl)-1H-benzo[d]imidazole-4-carboxylic acid methyl ester COC(=O)C1=CC(=CC=2NC(=NC21)NCC2=CC=CC=C2)C2=C(C=C(C=C2)C)Cl